8-((4-fluorophenyl)amino)-7-oxooctanoic acid methyl ester COC(CCCCCC(CNC1=CC=C(C=C1)F)=O)=O